NCCCCCN1C(=NC2=C1C=CC(=C2)F)NC(=O)C=2C=C(C(=O)O)C=CC2 3-((1-(5-aminopentyl)-5-fluoro-1H-benzo[d]imidazol-2-yl)carbamoyl)benzoic acid